1-[2-[1-(2-aminopropyl)pyrazol-3-yl]thiazol-4-yl]-3-[(4S)-8-chlorochroman-4-yl]urea NC(CN1N=C(C=C1)C=1SC=C(N1)NC(=O)N[C@H]1CCOC2=C(C=CC=C12)Cl)C